tert-Butyl 3-[(2-chlorophenoxy)methyl]pyrrolidine-1-carboxylate ClC1=C(OCC2CN(CC2)C(=O)OC(C)(C)C)C=CC=C1